C(C1=CC=CC=C1)N1C2=C(C=C(C1=O)C(=O)OC)[C@@H](COC1=C2C=C(C(=C1)OCCCOC)Cl)C(C)C methyl (S)-1-benzyl-10-chloro-5-isopropyl-9-(3-methoxypropoxy)-2-oxo-1,2,5,6-tetrahydrobenzo[2,3]oxepino[4,5-b]pyridine-3-carboxylate